3-(6-(4-fluoro-3-hydroxyphenoxy)pyridin-2-yl)benzoic acid FC1=C(C=C(OC2=CC=CC(=N2)C=2C=C(C(=O)O)C=CC2)C=C1)O